(4-(benzo[b]thiophen-4-yl)-1-(4-((2-(tert-butoxy)quinolin-7-yl)oxy)butyl)piperazin-1-ium-1-yl)methyl tert-butyl phosphate P(=O)(OC[N+]1(CCN(CC1)C1=CC=CC=2SC=CC21)CCCCOC2=CC=C1C=CC(=NC1=C2)OC(C)(C)C)(OC(C)(C)C)[O-]